O=C1C(=C(C=NN1)OC[C@H](C)OCCC(=O)N1CCN(CC1)C1=CC=C(C=N1)C#N)C(F)(F)F 6-[4-(3-[[(2S)-1-[[6-Oxo-5-(trifluoromethyl)-1,6-dihydropyridazin-4-yl]oxy]propan-2-yl]oxy]propanoyl)piperazin-1-yl]pyridine-3-carbonitrile